2-(((1R)-1-(2-cyano-3-(1-(hydroxymethyl)-6-azabicyclo[3.2.1]octan-6-yl)-7-methylquinoxalin-5-yl)ethyl)amino)benzoic acid C(#N)C1=NC2=CC(=CC(=C2N=C1N1C2CCCC(C1)(C2)CO)[C@@H](C)NC2=C(C(=O)O)C=CC=C2)C